BrC1=CC2=C(N(C(N2)=O)C)C=C1F 5-bromo-6-fluoro-1-methyl-1,3-dihydro-2H-benzo[d]imidazol-2-one